8-((R)-2-Hydroxy-3-piperidin-1-yl-propoxy)-6,6-dimethyl-6H-benzo[b]naphtho[2,3-d]furan-11-one O[C@@H](COC=1C=C2C(C3=C(C4=C(O3)C=CC=C4)C(C2=CC1)=O)(C)C)CN1CCCCC1